BrC=1C=CC=2N(C3=CC=CC=C3C2C1)C=1C=C(C=CC1)C1=CC(=CC(=C1)C1=CC=CC=C1)C1=CC=CC=C1 3-bromo-9-(5'-phenyl[1,1':3',1''-terphenyl]-3-yl)-9H-carbazole